ClC=1C=CC=C2C=CC=C(C12)C1=C(C=C2C(=C(C(=NC2=C1)OCC12CCCN2CCC1)CC#N)N1[C@@H]2CCN([C@@H]2C1)C(C(=C)F)=O)F 7-(8-chloronaphthalen-1-yl)-6-fluoro-4-((1R,5R)-2-(2-fluoroacryloyl)-2,6-diazabicyclo[3.2.0]hept-6-yl)-2-((tetrahydro-1H-pyrrolizin-7a(5H)-yl)methoxy)quinoline-3-acetonitrile